3-(2-(5-(4-fluorobenzylidene)-3-(2-chlorophenyl)-4-oxothiazolidine-2-ylidene)hydrazono)-5-fluoro-1H-indol-2-one FC1=CC=C(C=C2C(N(C(S2)=NN=C2C(NC3=CC=C(C=C23)F)=O)C2=C(C=CC=C2)Cl)=O)C=C1